2-((trans)-4-(3-(2,6-dioxopiperidin-3-yl)-1-methyl-1H-indazol-6-yl)cyclohexyl)acetic acid O=C1NC(CCC1C1=NN(C2=CC(=CC=C12)[C@@H]1CC[C@H](CC1)CC(=O)O)C)=O